C(CCCCCCCCCCCCCCC)OCC(COC(CCCN1CCN(CC1)CCO)=O)(COCCCCCCCCCCCCCCCC)COCCCCCCCCCCCCCCCC.C1(=CC=CC=C1)N(C1=C2C=CC=CC2=C(C2=CC=CC=C12)C1=CC=C(C2=CC=CC=C12)N(C1=CC=CC=C1)C1=CC=CC=C1)C1=CC=CC=C1 10-diphenylamino-9-(4-diphenylamino-1-naphthyl)anthracene 3-(Hexadecyloxy)-2,2-bis((hexadecyloxy)methyl)propyl-4-(4-(2-hydroxyethyl)piperazin-1-yl)butanoate